ClC1=NC=C(C(=O)NOC)C(=C1)NC1=C(C(=CC=C1)C1=NN(C=N1)C)OC 6-chloro-N-methoxy-4-((2-methoxy-3-(1-methyl-1H-1,2,4-triazol-3-yl)phenyl)amino)nicotinamide